2-iodo-3-methyl-α-methylstyrene IC1=C(C(=C)C)C=CC=C1C